N1,N1-dimethyl-N4-{2-[4-(2-methylpropyl)-5-oxo-1,4-diazepan-1-yl]Phenyl}benzene-1,4-disulfonamide CN(S(=O)(=O)C1=CC=C(C=C1)S(=O)(=O)NC1=C(C=CC=C1)N1CCN(C(CC1)=O)CC(C)C)C